5-{2-acetamidoimidazo[1,2-b]pyridazin-6-yl}-3-fluoro-2-methyl-N-[(2-phenoxyphenyl)methyl]benzamide C(C)(=O)NC=1N=C2N(N=C(C=C2)C=2C=C(C(=C(C(=O)NCC3=C(C=CC=C3)OC3=CC=CC=C3)C2)C)F)C1